S1C=NC2=C1C=CC(=C2)NC2=CC=NC1=CC=C(C=C21)C2=C(C=C(C=C2)C(=O)N2CCN(CC2)C2COC2)F (4-(4-(benzo[d]thiazol-5-ylamino)quinolin-6-yl)-3-fluorophenyl)(4-(oxetan-3-yl)piperazin-1-yl)methanone